FC1=C(C(=O)N2C3CN(CC2C3)C3=CC=C(C=N3)C=3C=2N(C=C(N3)C=3C=NN(C3)C3CCC(CC3)=O)N=CC2C#N)C(=CC=C1)F 4-[6-[6-(2,6-difluorobenzoyl)-3,6-diazabicyclo[3.1.1]heptan-3-yl]-3-pyridyl]-6-[1-(4-oxocyclohexyl)pyrazol-4-yl]pyrazolo[1,5-a]pyrazine-3-carbonitrile